Br.ClC=1C=C(C=CC1F)NC1=NC=NC2=CC(=C(C=C12)OC1CCNCC1)C=1C=NN(C1)C N-(3-chloro-4-fluorophenyl)-7-(1-methyl-1H-pyrazol-4-yl)-6-(piperidin-4-yloxy)quinazoline-4-amine hydrogen bromide